(S)-2-amino-3-(1-(2-oxo-6,9,12,15,18,21,24,27,30,33,36-undecaoxa-3-azaoctatriacontan-38-yl)-1H-1,2,3-triazol-4-yl)propanoic acid N[C@H](C(=O)O)CC=1N=NN(C1)CCOCCOCCOCCOCCOCCOCCOCCOCCOCCOCCOCCNC(C)=O